C(#N)[C@H](C[C@H]1C(NCC1)=O)NC([C@H](CC(C)(C)C)NC(=O)C=1NC2=CC=C(C(=C2C1)OC)OC)=O N-[(2S)-1-({(1S)-1-cyano-2-[(3S)-2-oxopyrrolidin-3-yl]ethyl}amino)-4,4-dimethyl-1-oxopentan-2-yl]-4,5-dimethoxy-1H-indole-2-carboxamide